OCC1(CC1)C#N (hydroxymethyl)cyclopropane-1-carbonitrile